(E)-1,8,10-Heptadecatriene C=CCCCCC\C=C\C=CCCCCCC